C[C@@H]1[C@H](CN(C1)CC1=NC=CC=N1)C=1NC(C=2N(C1)C(=NC2)C2CCOCC2)=O (3R,4R)-6-(4-methyl-1-pyrimidin-2-ylmethyl-pyrrolidin-3-yl)-3-(tetrahydro-pyran-4-Yl)-7H-imidazo[1,5-a]pyrazin-8-one